NC=1C(=NC(=NC1)NC(C)(C)C)NCCC1N(CCC1)C(=O)OC(C)(C)C tert-Butyl 2-(2-((5-amino-2-(tert-butylamino)pyrimidin-4-yl)amino)ethyl)pyrrolidine-1-carboxylate